4-amino-7-chloro-N-(1-methyl-1H-pyrazol-4-yl)-N-((5-(trifluoromethyl)-2-pyridinyl)methyl)-1,3-dihydrofuro[3,4-c]quinoline-8-carboxamide NC1=NC=2C=C(C(=CC2C2=C1COC2)C(=O)N(CC2=NC=C(C=C2)C(F)(F)F)C=2C=NN(C2)C)Cl